(2S,4S)-4-(7-bromo-4-(3-(dimethylamino)-3-methylazetidin-1-yl)-6-fluoro-8-iodo-1H-imidazo[4,5-c]quinolin-1-yl)-2-(cyanomethyl)piperidine-1-carboxylic acid tert-butyl ester C(C)(C)(C)OC(=O)N1[C@@H](C[C@H](CC1)N1C=NC=2C(=NC=3C(=C(C(=CC3C21)I)Br)F)N2CC(C2)(C)N(C)C)CC#N